tert-butyl (3R,4R)-4-[(3S)-3-(5-cyano-3-pyridyl)isoxazolidine-2-carbonyl]-3-fluoro-piperidine-1-carboxylate C(#N)C=1C=C(C=NC1)[C@H]1N(OCC1)C(=O)[C@@H]1[C@H](CN(CC1)C(=O)OC(C)(C)C)F